3-[1-Isobutyl-3-(3-methoxyazetidin-1-yl)pyrazolo[4,3-c]pyridin-6-yl]-1H-pyrazol-4-amine C(C(C)C)N1N=C(C=2C=NC(=CC21)C2=NNC=C2N)N2CC(C2)OC